CC1=C(C=CC=C1C(=O)OC)C1=CC=CC=C1 methyl 2-methyl-[1,1'-biphenyl]-3-carboxylate